Bicyclo[4.3.0]nona-3,7-dien C12CC=CCC2C=CC1